C(=C)(C)C(CC=C(CCC(=O)[O-])C)CCC=C 6-isopropenyl-3-methyl-3,9-decadienylcarboxylate